4-bromo-5-propargyloxy-1H-indol-3-yl β-D-glucopyranoside O([C@H]1[C@H](O)[C@@H](O)[C@H](O)[C@H](O1)CO)C1=CNC2=CC=C(C(=C12)Br)OCC#C